[Cl-].C(CCCCCCCCC)[N+](CCCCCCCCCC)(C)C N-decyl-N,N-dimethyl-1-decanaminium chloride